1-[5-ethylsulfonyl-6-[3-methyl-6-(trifluoromethylsulfanyl)imidazo[4,5-b]pyridin-2-yl]-3-pyridinyl]cyclopropane-carbonitrile C(C)S(=O)(=O)C=1C=C(C=NC1C1=NC=2C(=NC=C(C2)SC(F)(F)F)N1C)C1(CC1)C#N